4-bromo-2,5-difluoro-pyridine BrC1=CC(=NC=C1F)F